N-(2-Chloro-3-((2,3-dihydroimidazo[1,2-c]quinazolin-9-yl)oxy)phenyl)propane-1-sulfonamide ClC1=C(C=CC=C1OC1=CC=2C=3N(C=NC2C=C1)CCN3)NS(=O)(=O)CCC